N(C1=CC=CC=C1)C(C(C)S(=O)(=O)O)C 3-anilinobutane-2-sulfonic acid